potassium divinyl-benzene methacrylate C(C(=C)C)(=O)[O-].C(=C)C1=C(C=CC=C1)C=C.[K+]